C(CCCCCCC\C=C\C\C=C/CCCCC)(=O)[O-] E-Linoleate